3-(4-ethynylbenzyl)-1-(4-(pyridin-4-yl)phenyl)pyrrolidin-2-one C(#C)C1=CC=C(CC2C(N(CC2)C2=CC=C(C=C2)C2=CC=NC=C2)=O)C=C1